7-(4-chloro-2-fluoro-phenyl)-5-[(2R,4S)-2-(1-cyclopropylpyrazol-4-yl)tetrahydropyran-4-yl]-N,N-dimethyl-thiazolo[4,5-d]pyrimidin-2-amine ClC1=CC(=C(C=C1)C=1C2=C(N=C(N1)[C@@H]1C[C@@H](OCC1)C=1C=NN(C1)C1CC1)N=C(S2)N(C)C)F